BrC=1C(=C2C3=CC=CC4=CC=CC(C2=C(C1)C1=CC=CC2=CC=CC=C12)=C43)C4=CC=CC3=CC=CC=C43 8-bromo-7,10-bis(naphthalen-1-yl)fluoranthene